(3-(2-(2-(3-aminopropoxy)ethoxy)ethoxy)propyl)-5-(2-oxohexahydro-1H-thieno[3,4-d]imidazol-4-yl)pentanamide NCCCOCCOCCOCCCC(C(=O)N)CCCC1SCC2NC(NC21)=O